(S)-7-(sec-Butoxy)-N-(1-cyclopropyl-2-oxo-1,2-dihydropyridin-3-yl)-2-(1-(fluoromethyl)-2-oxabicyclo[2.1.1]hex-4-yl)imidazo[1,2-a]pyridine-6-carboxamide [C@H](C)(CC)OC1=CC=2N(C=C1C(=O)NC=1C(N(C=CC1)C1CC1)=O)C=C(N2)C21COC(C2)(C1)CF